C(C)(=O)N1CCN(CC1)C=1OC2=C(C=C(C=C2C(C1)=O)C)C(C)NC1=C(C(=O)O)C=CC=C1 2-[1-[2-(4-Acetylpiperazin-1-yl)-6-methyl-4-oxo-chromen-8-yl]ethylamino]benzoic Acid